C(C)OC(CN(CC(OCC)OCC)C)OCC N,N-Bis(2,2-diethoxyethyl)methylamin